N1=C(N=CC=C1)OC1CN(C1)C(=O)C1CCCC=2C(=CN=CC12)C=1C=C2CCC(N(C2=CC1)C)=O 6-(8-(3-(pyrimidine-2-yloxy)azetidine-1-carbonyl)-5,6,7,8-tetrahydroisoquinolin-4-yl)-1-methyl-3,4-dihydro-quinolin-2(1H)-one